1,3-dimethylisocyanatobenzene CC1=C(C(=CC=C1)C)N=C=O